C1(CC1)C1=C(C=CC=C1)N1N=CC(=C1C(F)(F)F)C(=O)N 1-(2-cyclopropylphenyl)-5-(trifluoromethyl)-1H-pyrazole-4-carboxamide